C1=CC=C2C(=C1)N=NS2 1,3-Benzothiadiazole